dihydrophenylglycine C1C=CC=CC1NCC(=O)O